2,5-bis(t-butylperoxy)-2,5-dimethyl-hexane C(C)(C)(C)OOC(C)(CCC(C)(C)OOC(C)(C)C)C